Cl.Cl.ClC=1N=C(SC1NCC)C=1C=NC=CC1 4-chloro-N-ethyl-2-(pyridin-3-yl)thiazol-5-amine dihydrochloride